BrC1=CC(=C(C(=O)[O-])C=C1F)N(C)C 4-bromo-2-(dimethylamino)-5-fluorobenzoate